C(C1=CC=CC=C1)OCCC1=CN=C(S1)C=1N=C(C2=C(N1)CCC2)N(CC(=O)NC(C)(C)C)C 2-[(2-[5-[2-(benzyloxy)ethyl]-1,3-thiazol-2-yl]-5H,6H,7H-cyclopenta[d]pyrimidin-4-yl)(methyl)amino]-N-tert-butylacetamide